3,6-Dideoxy-D-xylo-hexose O=C[C@H](O)C[C@@H](O)[C@H](O)C